C1=CC=CC=2C1=CC=CC2 Benz(a)benzene